2-chloro-3-iodoimidazo[1,2-a]Pyridine-7-carboxylic acid methyl ester COC(=O)C1=CC=2N(C=C1)C(=C(N2)Cl)I